Cl.FC1(CC(C1)C(=O)N([C@@H]1CNCC1)C)F 3,3-Difluoro-N-methyl-N-[(3S)-pyrrolidin-3-yl]cyclobutane-1-carboxamide hydrochloride